p-methyl-phenylglyoxylic acid CC1=CC=C(C=C1)C(C(=O)O)=O